2-oxo-N-(1H-pyrazolo[4,3-c]pyridin-7-yl)-2-[rac-(2S,5S)-5-methyl-2-(2-tetrahydrofuran-3-ylindazol-6-yl)-1-piperidyl]acetamide O=C(C(=O)NC=1C2=C(C=NC1)C=NN2)N2[C@@H](CC[C@@H](C2)C)C=2C=CC1=CN(N=C1C2)C2COCC2 |r|